CC=1OC2=C(C1C(=O)NC1(C(NCC1)=O)C(=O)OCC)C=C(C=C2)OCC=2C(=NN(C2)COCC[Si](C)(C)C)C(F)(F)F ethyl 3-(2-methyl-5-((3-(trifluoromethyl)-1-((2-(trimethylsilyl)ethoxy)methyl)-1H-pyrazol-4-yl)methoxy)benzofuran-3-carboxamido)-2-oxopyrrolidine-3-carboxylate